N-(3-Cyano-4-methyl-1H-indol-7-yl)-1-(1,1-difluoro-2-hydroxyethyl)pyrazol-4-sulfonamid C(#N)C1=CNC2=C(C=CC(=C12)C)NS(=O)(=O)C=1C=NN(C1)C(CO)(F)F